3-((3-(benzyloxy)-2-(ethoxycarbonyl)-4-oxo-1,4-dihydropyridin-1-yl)amino)-2-azaspiro[4.5]decane-2-carboxylic acid allyl ester C(C=C)OC(=O)N1CC2(CC1NN1C(=C(C(C=C1)=O)OCC1=CC=CC=C1)C(=O)OCC)CCCCC2